6-Bromo-2-{4-[4-(3-methoxypropyl)piperazin-1-yl]phenyl}-N-[1-(1-methylethyl)piperidin-4-yl]-3H-imidazo[4,5-b]pyridin-7-amine BrC=1C(=C2C(=NC1)NC(=N2)C2=CC=C(C=C2)N2CCN(CC2)CCCOC)NC2CCN(CC2)C(C)C